CC(C)(C)NC(=O)OC(COCCOCCOCC)Br 1-bromo-3,6,9-trioxaundecyl 2-methyl-2-propanecarbamate